[1-methyl-2-(11-methyl-1,9-diazatricyclo[6.3.1.04,12]dodeca-2,4,6,8(12)-tetraen-2-yl)benzimidazol-5-yl]methanone CN1C(=NC2=C1C=CC(=C2)C=O)C=2N1C(CNC=3C=CC=C(C2)C13)C